(7R)-2-{2-[1-(cyclopropylmethyl)-1H-pyrrolo[2,3-b]pyridin-2-yl]-7-methoxy-1-[(1H-pyrazol-4-yl)methyl]-1H-1,3-benzodiazole-5-carbonyl}-2-azabicyclo[2.2.1]heptan-7-amine C1(CC1)CN1C(=CC=2C1=NC=CC2)C2=NC1=C(N2CC=2C=NNC2)C(=CC(=C1)C(=O)N1C2CCC(C1)[C@H]2N)OC